2-((4-(2-fluoro-4-(trifluoromethyl)phenyl)pyrido[3,2-d]pyrimidin-2-yl)methyl)isoindoline-1,3-dione FC1=C(C=CC(=C1)C(F)(F)F)C=1C2=C(N=C(N1)CN1C(C3=CC=CC=C3C1=O)=O)C=CC=N2